ethyl 2-(3,5-difluorobenzyl)oxazole-4-carboxylate FC=1C=C(CC=2OC=C(N2)C(=O)OCC)C=C(C1)F